Methyl 6-((2-((3-((2-fluoro-9H-fluoren-9-ylidene)methyl)pyridin-2-yl)oxy)ethyl)amino)-6-oxohexanoate FC1=CC=2C(C3=CC=CC=C3C2C=C1)=CC=1C(=NC=CC1)OCCNC(CCCCC(=O)OC)=O